CC1(CC(C1)NC=1N=CC2=C(N1)NC=C2C=2C=CC1=C(N(N=N1)C)C2)C(=O)N2CCCC2 ((1s,3s)-1-methyl-3-((5-(1-methyl-1H-benzo[d][1,2,3]triazol-6-yl)-7H-pyrrolo[2,3-d]pyrimidin-2-yl)amino)cyclobutyl)(pyrrolidin-1-yl)methanone